4-chloro-3-[(3-chloropyridin-2-yl)-(2-hydroxyethyl)amino]-N-[3-(methylcarbamoyl)-4-(2-methylpropoxy)phenyl]benzamide ClC1=C(C=C(C(=O)NC2=CC(=C(C=C2)OCC(C)C)C(NC)=O)C=C1)N(CCO)C1=NC=CC=C1Cl